C(#N)C=1C=C(C=CC1F)NC(=O)C1C(N(C(C2=CC=CC=C12)=O)CC(F)(F)F)C=1C=NC(=CC1)O N-(3-cyano-4-fluorophenyl)-3-(6-hydroxypyridin-3-yl)-1-oxo-2-(2,2,2-trifluoroethyl)-1,2,3,4-tetrahydroisoquinoline-4-carboxamide